tert-Butyl 5-amino-4-(5-(5-benzylpyridin-2-yl)-1-oxoisoindolin-2-yl)-5-oxopentanoate NC(C(CCC(=O)OC(C)(C)C)N1C(C2=CC=C(C=C2C1)C1=NC=C(C=C1)CC1=CC=CC=C1)=O)=O